isoxazolo[4,3-h]quinoline N=1OC=C2C=CC=3C=CC=NC3C21